2'-(2-(2-([1,1'-biphenyl]-2-yl)-6-phenylpyrimidin-4-yl)phenyl)spiro[cyclohexane-1,9'-fluorene]-7'-carbonitrile C1(=C(C=CC=C1)C1=NC(=CC(=N1)C1=C(C=CC=C1)C1=CC=2C3(C4=CC(=CC=C4C2C=C1)C#N)CCCCC3)C3=CC=CC=C3)C3=CC=CC=C3